C(C)(C)(C)OC(=O)N1[C@@H](CN(C[C@@H]1C)C1=CC(=CC=C1)C=1N=NN(C1)CC1=NC=C(C=C1F)C=1OC(=NN1)C(F)F)C (2r,6s)-4-(3-(1-((5-(5-(difluoromethyl)-1,3,4-oxadiazol-2-yl)-3-fluoropyridin-2-yl)methyl)-1H-1,2,3-triazol-4-yl)phenyl)-2,6-dimethylpiperazine-1-carboxylic acid tert-butyl ester